6-(difluoromethyl)quinazolin FC(C=1C=C2C=NC=NC2=CC1)F